2-[(3-Bromo-6-chloro-4-quinolinyl)amino]benzoic acid BrC=1C=NC2=CC=C(C=C2C1NC1=C(C(=O)O)C=CC=C1)Cl